3-(5-bromo-2-(5-((S)-hexahydropyrazino[2,1-c][1,4]oxazin-8(1H)-yl)-2-((S)-1-methoxyethyl)pyridin-3-yl)-1-(2,2,2-trifluoroethyl)-1H-indol-3-yl)-2,2-dimethylpropyl acetate C(C)(=O)OCC(CC1=C(N(C2=CC=C(C=C12)Br)CC(F)(F)F)C=1C(=NC=C(C1)N1C[C@H]2COCCN2CC1)[C@H](C)OC)(C)C